N(C(=O)N)SSNC(=O)N dithiobisurea